Silver Sulphadiazine NC1C=CC(S(=O)(=O)[N-]C2N=CC=CN=2)=CC=1.[Ag+]